O[C@H](CCC1=CC=CC=C1)CNC(C)(C)C1=CC=CC=C1 (2S,3R)-3-hydroxy-1-phenyl-4-((2-phenylpropan-2-yl)amino)-butan